2-chloro-6-fluoro-5-((triisopropylsilyl)ethynyl)quinazolin-4-ol ClC1=NC2=CC=C(C(=C2C(=N1)O)C#C[Si](C(C)C)(C(C)C)C(C)C)F